C(C)OC=1C=CC(=NC1)C=1N(C(=NN1)[C@@H]1C[C@H](C1)NC(=O)C1=CC=CC2=NC3=CC=CC=C3N=C12)C1=C(C=CC=C1)F N-(trans-3-(5-(5-ethoxypyridin-2-yl)-4-(2-fluorophenyl)-4H-1,2,4-triazol-3-yl)cyclobutyl)phenazine-1-carboxamide